BrCCN 2-bromoethyl-amine